FC1=CC=C(C=C1)NC1=NC(=NC(=C1C(F)(F)F)OC)C1=NC=CC=C1 N-(4-fluorophenyl)-6-methoxy-2-(2-pyridyl)-5-(trifluoromethyl)-4-pyrimidylamine